C[SiH2]O[SiH](C(C1(C(C)O1)OCCC)(C1(C(C)O1)OCCC)C1(C(C)O1)OCCC)C methyl-[tris(3-epoxypropoxypropyl)dimethylsilyloxy]silane